Racemic-(3aS,6aR)-5-(6-chloro-1H-indazol-4-yl)-1,1-dimethylhexahydro-pyrrolo[3,4-c]pyrrole-2(1H)-carboxamide ClC1=CC(=C2C=NNC2=C1)N1C[C@H]2[C@@H](C1)CN(C2(C)C)C(=O)N |r|